CC(C)(C)C=1C=C(OCC(=O)OCCC)C=CC1 propyl [3-(1,1-dimethylethyl)phenoxy]acetate